ClC1=CC=C2C=C(COC2=C1)C(=O)N[C@@H]1CN[C@H](CC1)C=1OC(=NN1)OCCOC(F)(F)F 7-chloro-N-[(3S,6R)-6-{5-[2-(trifluoromethoxy)ethoxy]-1,3,4-oxadiazol-2-yl}piperidin-3-yl]-2H-chromene-3-carboxamide